(S)-N-(5-(1-amino-7-methoxy-1,3-dihydrospiro[indene-2,4'-piperidin]-1'-yl)-6-((2-hydroxyethyl)amino)-3-methylpyrazin-2-yl)benzenesulfonamide N[C@@H]1C2=C(C=CC=C2CC12CCN(CC2)C=2N=C(C(=NC2NCCO)NS(=O)(=O)C2=CC=CC=C2)C)OC